C(CCCCCCCCC)OC(CCC/C=C/CCO)OCCCCCCCCCC (3E)-8,8-didecyloxy-3-octen-1-ol